IC=1N=NNC1I 4,5-diiodo-1,2,3-triazole